1-[(1S,4S)-5-[4-[3-chloro-4-(cyclopropylmethoxy)-2-fluoro-anilino]pyrido[3,2-d]pyrimidin-6-yl]-2,5-diazabicyclo[2.2.2]octan-2-yl]prop-2-en-1-one ClC=1C(=C(NC=2C3=C(N=CN2)C=CC(=N3)N3[C@@H]2CN([C@H](C3)CC2)C(C=C)=O)C=CC1OCC1CC1)F